N-(5-(3-cyano-5-fluorobenzyl)pyridin-2-yl)-1-methyl-6-oxo-1,6-dihydropyridazine-3-carboxamide C(#N)C=1C=C(CC=2C=CC(=NC2)NC(=O)C2=NN(C(C=C2)=O)C)C=C(C1)F